COC=1C(=C2C=CNC2=C(C1)C)CN1[C@@H](C[C@]2(CCCO2)CC1)C1=CC=C(C(=O)O)C=C1 4-[(5S,7S)-8-[(5-Methoxy-7-methyl-1H-indol-4-yl)methyl]-1-oxa-8-azaspiro[4.5]Dec-7-yl]benzoic acid